7'-benzyloxy-6-methyl-2-sulfanyl-spiro[5,8-dihydropyrido[4,3-d]pyrimidine-7,1'-tetralin]-4-ol C(C1=CC=CC=C1)OC1=CC=C2CCCC3(C2=C1)CC=1N=C(N=C(C1CN3C)O)S